BrC=1N=C2C(=C(C(N(C2=CC1)C)=O)[N+](=O)[O-])N1CCN(CC1)CC1=C2C=CN(C2=CC=C1)CC 6-bromo-4-(4-((1-ethyl-1H-indol-4-yl)methyl)piperazin-1-yl)-1-methyl-3-nitro-1,5-naphthyridin-2(1H)-one